dibutyltin bis(2-ethylhexyl mercaptoacetate) C(C)C(CSCC(=O)[O-])CCCC.C(C)C(CSCC(=O)[O-])CCCC.C(CCC)[Sn+2]CCCC